FC1=C(N=CC2=C1N=C(N=C2N2CCC(CCC2)C(=O)OC2=CC(=C(C=C2)F)F)OCC21CCCN1CCC2)C2=CC=CC1=CC=CC(=C21)F 3,4-difluorophenyl 1-(8-fluoro-7-(8-fluoronaphthalen-1-yl)-2-((tetrahydro-1H-pyrrolizin-7a(5H)-yl)methoxy)pyrido[4,3-d]pyrimidin-4-yl)azepane-4-carboxylate